4-chloro-5-methyl-2-(methylsulfanyl)pyrimidine ClC1=NC(=NC=C1C)SC